CN1C=CC2=CC=C(C=C12)N 1-methyl-1H-indol-6-amine